((3-(benzyloxy)azetidin-1-yl)methyl)-2-chlorothiophene C(C1=CC=CC=C1)OC1CN(C1)CC1=C(SC=C1)Cl